OC1=C(C(=NC(=C1C(C)C)C)C)C(=O)N 4-hydroxy-2,6-dimethyl-5-propane-2-ylpyridine-3-carboxamide